4-(3-(2,4-dioxotetrahydropyrimidin-1(2H)-yl)-5-fluoro-1-methyl-1H-indazol-6-yl)piperidine-1-carboxylic acid tert-butyl ester C(C)(C)(C)OC(=O)N1CCC(CC1)C1=C(C=C2C(=NN(C2=C1)C)N1C(NC(CC1)=O)=O)F